N,N-dimethylcarbamate CN(C([O-])=O)C